CC(C)(C)[O-].[Ca+2].BrC1=C(C(=NC(=C1)Cl)CC[C@H](COCC1=CC=C(C=C1)OC)O)O.CC(C)(C)[O-] (R)-4-bromo-6-chloro-2-(3-hydroxy-4-((4-methoxybenzyl)oxy)butyl)pyridin-3-ol calcium tert-butoxide